3-((4-(4-chlorophenylethyl)-5-oxo-4,5-dihydro-1,3,4-oxadiazol-2-yl)methyl)-5-methyl-4-oxo-3,4-dihydropyrido[3,4-d]pyrimidine-8-carbonitrile ClC1=CC=C(C=C1)CCN1N=C(OC1=O)CN1C=NC2=C(C1=O)C(=CN=C2C#N)C